1H-pyrrolo[1,2-b][2]benzazepine C1C=CN2C=C3C(=CC=C21)C=CC=C3